(1-(2-(aminomethyl)-3-fluoroallyl)-1H-indol-5-yl)(pyrrolidin-1-yl)methanone NCC(CN1C=CC2=CC(=CC=C12)C(=O)N1CCCC1)=CF